5-[2-(Diethoxyphosphoryl)propan-2-yl]-1-benzothiophene-2-carboxylic acid benzyl ester C(C1=CC=CC=C1)OC(=O)C=1SC2=C(C1)C=C(C=C2)C(C)(C)P(=O)(OCC)OCC